(5-Aminopyrimido[4,5-c]quinolin-9-yl)((3S)-3-(4-(trifluoromethyl)phenyl)-4-morpholinyl)methanone NC1=NC=2C=CC(=CC2C2=C1N=CN=C2)C(=O)N2[C@H](COCC2)C2=CC=C(C=C2)C(F)(F)F